CS(=O)(=O)[N-]C1=CC(=CC=C1)[C@@H](CCNC1(CCC1)CO)NC(=O)C1=CC=2C(=NC=3CC[C@@H](CC3C2)C(C)(C)C)S1 |r| methylsulfonyl-[3-[rac-(1R)-3-[[1-(hydroxymethyl)cyclobutyl]amino]-1-[[rac-(6S)-6-tert-butyl-5,6,7,8-tetrahydrothieno[2,3-b]quinoline-2-carbonyl]amino]propyl]phenyl]azanide